OC1=C(C(=CC(=C1)CCCCC)O)C1=C2CC(N(C2=CC=C1C)CC)=O 4-(2,6-Dihydroxy-4-pentylphenyl)-1-ethyl-5-methylindolin-2-one